C(#N)C1=C(C=C(C=N1)N1C[C@@H](CC1)NC(OC(C)(C)C)=O)C(F)(F)F Tert-butyl (R)-(1-(6-cyano-5-(trifluoromethyl)pyridin-3-yl)pyrrolidin-3-yl)carbamate